O[C@H]1C=2C=CC(=CC2CC[C@H]1[C@@H]1N2C(C3=CC=CC=C13)=CN=C2)C#N (5R,6S)-5-Hydroxy-6-((S)-5H-imidazo[5,1-a]isoindol-5-yl)-5,6,7,8-tetrahydronaphthalen-2-carbonitril